7,8-dimethyl-6-(3-methylbutan-1-yn-1-yl)-[1,2,4]triazolo[1,5-a]pyridine CC1=C(C=2N(C=C1C#CC(C)C)N=CN2)C